IC=1C=NC(=NC1)NCC(C)(O)C 1-((5-iodopyrimidin-2-yl)amino)-2-methylpropan-2-ol